(2R,4S)-N-((2S)-1-((2-amino-6,7-dihydro-5H-cyclopenta[b]pyridin-5-yl)amino)-1-oxopropan-2-yl)-4-(4-fluorophenyl)piperidine-2-carboxamide NC1=CC=C2C(=N1)CCC2NC([C@H](C)NC(=O)[C@@H]2NCC[C@@H](C2)C2=CC=C(C=C2)F)=O